C1(CC1)C1=C(C(=NO1)C1=C(C=CC=C1Cl)Cl)CO[C@@H]1[C@H]2[C@@H](N([C@@H](C1)C2)C2=CC=C(C(=O)O)C=C2)C 4-[(1R,3S,4R,5S)-5-{[5-cyclopropyl-3-(2,6-dichlorophenyl)-1,2-oxazol-4-yl]methoxy}-3-methyl-2-azabicyclo[2.2.1]heptan-2-yl]benzoic acid